N-methyl-3-oxo-N-phenylbutyramide CN(C(CC(C)=O)=O)C1=CC=CC=C1